N-methyl-arginine methyl-(2S)-2-[2-chloro-4-(4-chlorophenoxy)phenyl]-2-hydroxy-3-(1,2,4-triazol-1-yl)propanoate CC([C@@](C(=O)O)(O)C1=C(C=C(C=C1)OC1=CC=C(C=C1)Cl)Cl)N1N=CN=C1.CN[C@@H](CCCNC(N)=N)C(=O)O